1-oxo-N-(pyridazin-4-yl)-1,2,3,4-tetrahydroisoquinoline-6-carboxamide O=C1NCCC2=CC(=CC=C12)C(=O)NC1=CN=NC=C1